C(CCC)N1N=CN=C1 1-butyl-1,2,4-triazole